(3-(4-(4-(4,6-diphenyl-1,3,5-triazin-2-yl)phenyl)naphthalen-1-yl)phenyl)dimethylphosphine C1(=CC=CC=C1)C1=NC(=NC(=N1)C1=CC=CC=C1)C1=CC=C(C=C1)C1=CC=C(C2=CC=CC=C12)C=1C=C(C=CC1)P(C)C